(4-aminomethyl-phenyl)-[6-(2,3-dihydro-benzo[1,4]dioxin-5-yl)-pyridazin-3-yl]-amine NCC1=CC=C(C=C1)NC=1N=NC(=CC1)C1=CC=CC=2OCCOC21